C(C)(C)(C)C1=C(C(=CC(=C1)OC)C(C)(C)C)O 2,6-di-tert-butyl-p-methoxyphenol